COC(C1=C(C(=CC=C1)C)Cl)=O 3-methyl-2-chlorobenzoic acid methyl ester